3,3-difluoro-piperidin-2-one FC1(C(NCCC1)=O)F